NC1=NC=C(C2=C1COC2)NC(C(=O)N(CC2=NC=C(C=C2)C(F)(F)F)C(C)C=2C=NC=CC2)=O N1-(4-amino-1,3-dihydrofuro[3,4-c]pyridin-7-yl)-N2-(1-(pyridin-3-yl)ethyl)-N2-((5-(trifluoromethyl)pyridin-2-yl)methyl)oxalamide